4-((6-Chloro-3-(3-chlorophenyl)-1-methyl-1H-pyrazolo[3,4-d]pyrimidin-4-yl)aminomethyl)benzenesulfonamide ClC1=NC(=C2C(=N1)N(N=C2C2=CC(=CC=C2)Cl)C)NCC2=CC=C(C=C2)S(=O)(=O)N